O[C@@H]1C[C@@H](CCC1)NC1=NC(=NC=C1C(=O)N)N[C@@H]1CCCC2=CC=CC=C12 4-((1R,3S)-3-hydroxycyclohexylamino)-2-((R)-1,2,3,4-tetrahydronaphthalen-1-ylamino)pyrimidine-5-carboxamid